ClC=1C=NC=CC1N1C[C@H](N(CC1)C(CCCC1=C2C=CC=NC2=CC=C1)=O)C (R)-1-(4-(3-chloropyridin-4-yl)-2-methylpiperazin-1-yl)-4-(quinolin-5-yl)butan-1-one